COC1=C(C=CC=C1)C1=CC(=NC=N1)N 6-(2-methoxyphenyl)pyrimidin-4-amine